((R)-1-(((benzyloxy)carbonyl)amino)ethyl)phosphinic acid C(C1=CC=CC=C1)OC(=O)N[C@@H](C)P(O)=O